ethyl 2-(2-((5-chloro-7-(1-methyl-1H-pyrazol-4-yl)benzofuran-3-yl)methoxy)phenyl)acetate ClC=1C=C(C2=C(C(=CO2)COC2=C(C=CC=C2)CC(=O)OCC)C1)C=1C=NN(C1)C